CC1=CC=C(C=C1)C1(SCCCS1)C=CC=C(C1=CC=C(C=C1)OC)C1=CC=C(C=C1)OC 2-(4-methylphenyl)-2-(4,4-bis(4-methoxyphenyl)-1,3-butadienyl)-1,3-dithiane